2-trans-4-(dimethylamino)cyclohexyl-9-(furan-2-yl)-2,4-dimethyl-7,8-dihydro-[1,3]dioxolo[4,5-g]isoquinolin-5(6H)-one CN(C1CCC(CC1)N1C(C=2C(=C3C(=C(C2CC1)C=1OC=CC1)OC(O3)C)C)=O)C